COC1=C(C=CC(=C1)S(=O)(=O)C)NCC#CC=1N=C2N(C=CC=C2C2=C3C(=NN2)[C@H](CC3)N(C)C)C1CC(F)(F)F (S)-3-(2-(3-((2-methoxy-4-(methylsulfonyl)phenyl)amino)prop-1-yn-1-yl)-3-(2,2,2-trifluoroethyl)imidazo[1,2-a]pyridin-8-yl)-N,N-dimethyl-2,4,5,6-tetrahydrocyclopenta[c]pyrazol-6-amine